3-(6-bromo-5-fluoropyridin-2-yl)sulfanylpropanoic acid BrC1=C(C=CC(=N1)SCCC(=O)O)F